FC=1C(=NC(=NC1)N[C@H]1[C@@H](COCC1)O)C1=C2C(C(=C(N(C2=CC=C1)C(C)C)C1N(CC1)C)C)=O (5-fluoro-2-(((3S,4R)-3-hydroxytetrahydro-2H-pyran-4-yl)amino)pyrimidin-4-yl)-1-isopropyl-3-methyl-2-(1-methylazetidin-2-yl)quinolin-4(1H)-one